1-ethyl-3-methylimidazole aminoacetate salt NCC(=O)O.C(C)N1CN(C=C1)C